9'-Tosyl-9'H-9,3':6',9''-tercarbazole S(=O)(=O)(C1=CC=C(C)C=C1)N1C2=CC=C(C=C2C=2C=C(C=CC12)N1C2=CC=CC=C2C=2C=CC=CC12)N1C2=CC=CC=C2C=2C=CC=CC12